OCCNCCCCCCCOC(CCCCCCCCC)=O.NC=1C=C(C=CC1)N1COCC1 3-(3-aminophenyl)oxazolidine 7-(2-hydroxyethylamino)heptyl-decanoate